ClC=1C=C(C=C(C1)Cl)C1(CC(=NO1)N1CC=2C=NC(=CC2C1)C(=O)NC1CC(C1)(F)F)C(F)(F)F 2-(5-(3,5-dichlorophenyl)-5-(trifluoromethyl)-4,5-dihydroisoxazol-3-yl)-N-(3,3-difluorocyclobutyl)-2,3-dihydro-1H-pyrrolo[3,4-c]pyridine-6-carboxamide